FC1=C(C=C(C=C1)N1N=CC2=CC(=CC=C12)C1=CC=C(C=C1)NS(=O)(=O)C(C)C)O N-(4-(1-(4-Fluoro-3-hydroxyphenyl)-1H-indazol-5-yl)phenyl)propane-2-sulfonamide